1-(difluoromethyl)-4-(4,5-dioxaborolan-2-yl)-1H-pyrazole FC(N1N=CC(=C1)C1BOOC1)F